3-methoxy-N-((5-(2-methoxypyridin-4-yl)-2,3-dihydro-1H-inden-4-yl)carbamoyl)propane-1-sulfonamide COCCCS(=O)(=O)NC(NC1=C2CCCC2=CC=C1C1=CC(=NC=C1)OC)=O